CN(C(CCCCCCCCC)\C=C\CCCCCCC\C=C/C\C=C/CCCCC)C (11E,20Z,23Z)-N,N-dimethylnonacosan-11,20,23-trien-10-amine